3,9-bis{1,1-dimethyl-2-[beta-(3-t-butyl-4-hydroxy-5-methylphenyl)propionyloxy]ethyl}-2,4,8,10-tetraoxaspiro[5.5]undecane CC(COC(CCC1=CC(=C(C(=C1)C)O)C(C)(C)C)=O)(C)C1OCC2(CO1)COC(OC2)C(COC(CCC2=CC(=C(C(=C2)C)O)C(C)(C)C)=O)(C)C